FC=1NC2=CC=CC=C2C1CCN(C)C 2-fluoro-3-[2-(dimethylamino)ethyl]1H-indole